(4-fluorobenzoyl)-L-phenylalanine FC1=CC=C(C(=O)N[C@@H](CC2=CC=CC=C2)C(=O)O)C=C1